N[13CH2][13CH2][13CH2][13CH2]N putrescine-13C4